ClC=1C=C(C=C2C=C(N=NC12)NC(=O)[C@H]1[C@H](C1)F)C=1C(=CC(=NC1)NC(OC(C)(C)C)=O)C tert-butyl N-[5-[8-chloro-3-[[(1S,2S)-2-fluorocyclopropanecarbonyl]amino]cinnolin-6-yl]-4-methyl-2-pyridyl]carbamate